[(1S,2S)-2-[3-fluoro-1-(2,2,2-trifluoroethyl)indazol-6-yl]cyclopropyl]imidazo[1,2-b]pyridazine FC1=NN(C2=CC(=CC=C12)[C@@H]1[C@H](C1)C=1N=C2N(N=CC=C2)C1)CC(F)(F)F